C(C)(C)(C)C1=NC(=NC(=C1CC)OC1=CC=CC=C1)NS(=O)(=O)C1=CC=CC=C1 N-(4-tert-butyl-5-ethyl-6-phenoxy-pyrimidin-2-yl)benzenesulfonamide